(R)-3-(5-(3-((tert-butoxycarbonyl)(cyclopropylmethyl)amino)piperidin-1-yl)pyridin-2-yl)oxetane-3-carboxylic acid C(C)(C)(C)OC(=O)N([C@H]1CN(CCC1)C=1C=CC(=NC1)C1(COC1)C(=O)O)CC1CC1